bis(3-(2-(dimethylamino)ethyl)-1H-indol-4-yl) heptanedioate C(CCCCCC(=O)OC1=C2C(=CNC2=CC=C1)CCN(C)C)(=O)OC1=C2C(=CNC2=CC=C1)CCN(C)C